3-chloro-4-(4-(trifluoromethyl)piperidin-1-yl)aniline ClC=1C=C(N)C=CC1N1CCC(CC1)C(F)(F)F